C(C)(C)OC1=CN=CC(=N1)NC=1C(=NOC1C1=CC=C(C(=N1)C)OC[C@@H]1[C@H](CCCC1)C(=O)O)C (1S,2S)-2-(((6-(4-((6-isopropoxypyrazin-2-yl)amino)-3-methylisoxazol-5-yl)-2-methylpyridin-3-yl)oxy)methyl)cyclohexane-1-carboxylic acid